3-(3-((5-(difluoromethyl)-2-((2-ethyl-4-((1S,4S)-5-methyl-2,5-diazabicyclo[2.2.1]heptan-2-yl)phenyl)amino)pyrimidin-4-yl)amino)propyl)-1,3-oxazinan-2-one FC(C=1C(=NC(=NC1)NC1=C(C=C(C=C1)N1[C@@H]2CN([C@H](C1)C2)C)CC)NCCCN2C(OCCC2)=O)F